Trans-4-(3-(thiophen-2-yl)phenyl)-N,N-dimethyl-1,2,3,4-tetrahydronaphthalen-2-amine S1C(=CC=C1)C=1C=C(C=CC1)[C@H]1C[C@@H](CC2=CC=CC=C12)N(C)C